1-(3-aminophenyl)-4-(1-oxo-1,2,3,4-tetrahydroisoquinolin-6-yl)-1H-pyrazole-3-carbonitrile NC=1C=C(C=CC1)N1N=C(C(=C1)C=1C=C2CCNC(C2=CC1)=O)C#N